FC(S(=O)(=O)[O-])(F)F.FC(S(=O)(=O)[O-])(F)F.FC(S(=O)(=O)[O-])(F)F.[Yb+3] ytterbium (3+) tris(trifluoromethanesulfonate)